C(C)N1C=NC2=C1N=NC=C2C=2C=CC(=C(C2)C=2C=C1C=C(C(N(C1=CC2OC)C)=O)COC)F 6-(5-(7-Ethyl-7H-imidazo[4,5-c]pyridazin-4-yl)-2-fluorophenyl)-7-methoxy-3-(methoxymethyl)-1-methylquinolin-2(1H)-one